2-amino-6-[difluoro(3-pyridyl)methyl]-3-methyl-benzimidazole-4-carbonitrile NC=1N(C2=C(N1)C=C(C=C2C#N)C(C=2C=NC=CC2)(F)F)C